[Br-].O=CC=CC[NH3+] 4-oxobut-2-en-1-aminium bromide